C(C)OC(=O)[C@H]1NC2=CC=C(C=C2[C@H]([C@H]1CCCCC)NC1=CC=C(C=C1)Cl)OC (2S,3R,4S)-Ethyl-4-((4-chlorophenyl)amino)-6-methoxy-3-pentyl-1,2,3,4-tetrahydroquinoline-2-carboxylate